Cl.C(C)OC(=O)C1=NC2=C(N1CCN)C=CC=C2 1-(2-aminoethyl)-1H-benzo[d]imidazole-2-carboxylic acid ethyl ester hydrochloride